N,N-bis(2-(2-(2-(2-azidoethoxy)ethoxy)ethoxy)ethyl)-6-hydroxy-7-((4-(trifluoromethyl)phenyl)sulfonyl)heptanamide N(=[N+]=[N-])CCOCCOCCOCCN(C(CCCCC(CS(=O)(=O)C1=CC=C(C=C1)C(F)(F)F)O)=O)CCOCCOCCOCCN=[N+]=[N-]